ethane-amine C(C)N